3,5-dimethyl-4-((3-methyl-2-phenylquinolin-6-yl)oxy)phenyl-1,2,4-triazine-3,5(2h,4h)-dione CC=1C=C(C=C(C1OC=1C=C2C=C(C(=NC2=CC1)C1=CC=CC=C1)C)C)N1N=CC(NC1=O)=O